CN(CCN1N=C(C=C1C)C1=CC=2N=C(N=C(C2O1)N1CCOCC1)N1N=CC(=C1)C1=CC=CC=C1)C N,N-dimethyl-2-[5-methyl-3-[4-morpholino-2-(4-phenylpyrazol-1-yl)furo[3,2-d]pyrimidin-6-yl]pyrazol-1-yl]ethanamine